(7R,14R)-6-(methyl-d3)-5-oxo-1-(prop-1-yn-1-yl)-5,6,7,14-tetrahydro-7,14-methanobenzo[f]benzo[4,5]imidazo[1,2-a][1,4]diazocine-11-carbonitrile C(N1[C@H]2C=3N([C@@H](C4=C(C1=O)C=CC=C4C#CC)C2)C2=C(N3)C=CC(=C2)C#N)([2H])([2H])[2H]